Tert-Butyl 4-(1-Cyanocycloheptyl)Piperazine-1-Carboxylate C(#N)C1(CCCCCC1)N1CCN(CC1)C(=O)OC(C)(C)C